2-amino-2-(2-(4-benzylpiperidin-1-yl)ethyl)-6-boronohexanoic acid NC(C(=O)O)(CCCCB(O)O)CCN1CCC(CC1)CC1=CC=CC=C1